OC1(CCC(CC1)CO)CCOCC(C(C)(C)C)=O 1-(2-((1s,4s)-1-hydroxy-4-(hydroxymethyl)cyclohexyl)ethoxy)-3,3-dimethylbutan-2-one